C(C)(C)(C)OC(=O)N[C@@H](CO)C1=CC=C(C=C1)C1=C(N=CS1)C(=O)OC methyl 5-(4-{(1R)-1-[(tert-butoxycarbonyl) amino]-2-hydroxy ethyl} phenyl)-1,3-thiazol-4-carboxylate